ClC1=CC=C(C=C1)N1C(=C(C2=CC=C(C=C12)CCC#N)C(CN1[C@H]2CC(C[C@@H]1CC2)O)=O)C 3-(1-(4-chlorophenyl)-3-(2-((1R,3S,5S)-3-hydroxy-8-azabicyclo[3.2.1]oct-8-yl)acetyl)-2-methyl-1H-indol-6-yl)propionitrile